CN1N=C2C(N(CC(C2)CNC(CC)=O)C2=CC=C(C=C2)OC(F)(F)F)=C1 N-((2-methyl-4-(4-(trifluoromethoxy)phenyl)-4,5,6,7-tetrahydro-2H-pyrazolo[4,3-b]pyridin-6-yl)methyl)propionamide